BrC1=CC=C(C=N1)CN1C(=NC2=C1C=CC=C2)C=2C(=NON2)N 4-(1-((6-bromopyridin-3-yl)methyl)benzimidazol-2-yl)-1,2,5-oxadiazol-3-amine